(E)-N-((1-(but-2-en-1-yl)cyclopentyl)methyl)-2-(2,2,2-trifluoroacetyl)-1,2,3,4-tetrahydroisoquinoline-7-sulfonamide C(\C=C\C)C1(CCCC1)CNS(=O)(=O)C1=CC=C2CCN(CC2=C1)C(C(F)(F)F)=O